N-(3-(1H-pyrazol-1-yl)-1-(tetrahydro-2H-pyran-2-yl)-1H-indazol-5-yl)-5-cyano-3-methylpicolinamide N1(N=CC=C1)C1=NN(C2=CC=C(C=C12)NC(C1=NC=C(C=C1C)C#N)=O)C1OCCCC1